N(=C=O)CCCCCCCCC1(CC(C1)(CCCCCCCC)CCCCCCCCN=C=O)CCCCCCCC bis-(8-isocyanatooctyl)-1,3-dioctylcyclobutane